BrC1=NC=C(C(=O)N2CC3(CN(C3)C(=O)OC(C)(C)C)C2)C=C1 tert-butyl 6-(6-bromonicotinoyl)-2,6-diazaspiro[3.3]heptane-2-carboxylate